6-(4-methyl-3-carbonylpiperazine-1-yl)benzo[b]thiophene-2-carboxylic acid CN1C(CN(CC1)C=1C=CC2=C(SC(=C2)C(=O)O)C1)=C=O